ClC=1C=C(C=2N=CN=C(C2N1)N)C(F)F 6-chloro-8-(difluoromethyl)pyrido[3,2-d]pyrimidin-4-amine